9,9-dimethyl-8-oxo-2-[2-(trifluoromethyl)furan-3-carbonyl]-2-azaspiro[4.5]dec-6-ene-7-carbonitrile CC1(C(C(=CC2(CCN(C2)C(=O)C2=C(OC=C2)C(F)(F)F)C1)C#N)=O)C